N1(C=NC=C1)C1=NC=CC(=N1)C(=O)N[C@H]1COCCC1 (R)-2-(1H-Imidazol-1-yl)-N-(tetrahydro-2H-pyran-3-yl)pyrimidine-4-carboxamide